C(C)(C)(C)OC(=O)N1CC(C1)C(=O)N1C[C@@]2(CN(C[C@@]2(C1)C)C1=NC(=NC=C1Cl)NC=1C=NN(C1)C)C 3-((3aR,6aS)-5-(5-chloro-2-((1-methyl-1H-pyrazol-4-yl)amino)pyrimidin-4-yl)-3a,6a-dimethyloctahydropyrrolo[3,4-c]pyrrole-2-carbonyl)azetidine-1-carboxylic acid tert-butyl ester